tert-butyl 3-(2-(3,4-dimethoxyphenyl)-8-methylimidazo[1,2-a]pyridin-6-yl)-8-azabicyclo[3.2.1]oct-2-ene-8-carboxylate COC=1C=C(C=CC1OC)C=1N=C2N(C=C(C=C2C)C2=CC3CCC(C2)N3C(=O)OC(C)(C)C)C1